2-(difluoromethyl)-6-[(rac)-2-(2-methoxy-4-pyridyl)tetrahydropyran-4-yl]-3-methyl-8-[3-(trifluoromethyl)-1-bicyclo[1.1.1]pentanyl]pyrido[3,4-d]pyrimidin-4-one FC(C=1N(C(C2=C(N1)C(=NC(=C2)C2CC(OCC2)C2=CC(=NC=C2)OC)C21CC(C2)(C1)C(F)(F)F)=O)C)F